S-propyl thioformate C(=O)SCCC